O1CCN(CC1)CC1=CC=C(C=C1)C=1C=CC(NC1C(F)(F)F)=O 5-(4-(morpholinomethyl)phenyl)-2-oxo-6-(trifluoromethyl)-1,2-dihydropyridine